C(C)(C)(C)C1=NC2=C(C=C1)C=1NC3=CC=CC=C3C1C(=C2)C(C)(C)C 3,6-di-tert-butylcarbazolopyridine